tert-Butyl N-[5-[[2-[(2R,5S)-2-(4-aminophenyl)-5-methyl-1-piperidyl]-2-oxo-acetyl]amino]-3-methyl-2-pyridyl]carbamate NC1=CC=C(C=C1)[C@@H]1N(C[C@H](CC1)C)C(C(=O)NC=1C=C(C(=NC1)NC(OC(C)(C)C)=O)C)=O